C(CC)O[Si](OCCC)(OCCC)CCCCCCCCCCCCCCCCC=CSSSSC=CCCCCCCCCCCCCCCCC[Si](OCCC)(OCCC)OCCC bis(tripropoxysilyloctadecenyl) tetrasulfide